1-[4-(2-Hydroxyethyl)-1-piperidinyl]-3-(2-hydroxyphenyl)-1-propanone OCCC1CCN(CC1)C(CCC1=C(C=CC=C1)O)=O